1-chloro-3-hydroxypropyl-sodium ClC(CCO)[Na]